1-(4-(methylsulfonyl)phenyl)-2-nitropropane-1,3-diol CS(=O)(=O)C1=CC=C(C=C1)C(C(CO)[N+](=O)[O-])O